4-(3-bromo-1H-1,2,4-triazol-5-yl)-4-(4-chlorophenoxy)butan-1-ol BrC1=NNC(=N1)C(CCCO)OC1=CC=C(C=C1)Cl